Cl.N=C1NCCCC1 2-iminopiperidine hydrochloride